O=C1NC(CCC1N1C(N(C2=C1C=CC(=C2)CCCCCN)C)=O)=O 5-[1-(2,6-dioxo-3-piperidyl)-3-methyl-2-oxo-benzimidazol-5-yl]Pentylamine